CN1N=C(C=C1CNC(=O)[C@@H]1CC[C@H](CO1)NC(OC(C)(C)C)=O)C tert-butyl ((3R,6S)-6-(((1,3-dimethyl-1H-pyrazol-5-yl)methyl)carbamoyl)tetrahydro-2H-pyran-3-yl)carbamate